OC1CN(CC1)C1=C(C=CC=C1C)NS(=O)(=O)C=1SC(=CC1)S(=O)(=O)N(C)C N2-(2-(3-hydroxypyrrolidin-1-yl)-3-methylphenyl)-N5,N5-dimethylthiophene-2,5-disulfonamide